1-(13Z,16Z-docosadienoyl)-2-dodecanoyl-glycero-3-phospho-(1'-sn-glycerol) CCCCCCCCCCCC(=O)O[C@H](COC(=O)CCCCCCCCCCC/C=C\C/C=C\CCCCC)COP(=O)(O)OC[C@H](CO)O